NC1=C2N=CN(C2=NC(=N1)F)[C@H]1C[C@@H]([C@@](O1)(C#C)CO[P@](=O)(OC1=CC=CC=C1)N[C@@H](CC1=CC=CC=C1)C(=O)OC(C)C)OC(=O)OCCCCCCCCC Isopropyl ((S)-(((2R,3S,5R)-5-(6-amino-2-fluoro-9H-purin-9-yl)-2-ethynyl-3-(((nonyloxy)carbonyl)oxy)tetrahydro-furan-2-yl)methoxy)(phenoxy)phosphoryl)-L-phenylalaninate